tert-butyl (4-((tert-butoxycarbonyl)oxy)-5-chloro-2-fluorophenyl)carbamate C(C)(C)(C)OC(=O)OC1=CC(=C(C=C1Cl)NC(OC(C)(C)C)=O)F